N-(2-ethylphenyl)-N'-(2-ethoxy-5-t-butylphenyl)oxalic diamide C(C)C1=C(C=CC=C1)NC(C(=O)NC1=C(C=CC(=C1)C(C)(C)C)OCC)=O